C(C)NCCN N-ethylethane-1,2-diamine